ClC1=NC(=C2N=CN(C2=N1)C1CCN(CC1)C(=O)OC(C)(C)C)Cl tert-butyl 4-(2,6-dichloro-9H-purin-9-yl)piperidine-1-carboxylate